N[C@H](C(=O)NC1=CC(=C(C(=O)OC(C)(C)C)C=C1)OC)C1=CC=CC=C1 tert-butyl (S)-4-(2-amino-2-phenylacetamido)-2-methoxybenzoate